O1[C@H](COCC1)CN1N=C2C3=C(CC4(C2=C1)CC4)OC(=C3C)C(=O)NCC3=NN(C=C3)C 2'-[(2S)-1,4-Dioxan-2-ylmethyl]-8'-methyl-N-[(1-methyl-1H-pyrazol-3-yl)methyl]-2',5'-dihydrospiro[cyclopropan-1,4'-furo[2,3-g]indazol]-7'-carboxamid